methyl 2-[4-[(tert-butoxy) carbonyl] piperazin-1-yl]-4-methoxy-1,3-benzothiazole-6-carboxylate C(C)(C)(C)OC(=O)N1CCN(CC1)C=1SC2=C(N1)C(=CC(=C2)C(=O)OC)OC